[C@@H]1(CCC2=CC=CC=C12)N[C@@H]1C[C@@H](N(C1=O)C1=CC=C(C=C1)C(F)(F)F)C=1C=C(C(=O)OCC)C=CC1 Ethyl 3-((2R,4R)-4-(((S)-2,3-Dihydro-1H-Inden-1-Yl)Amino)-5-Oxo-1-(4-(Trifluoromethyl)Phenyl)Pyrrolidin-2-Yl)Benzoate